CC1=CC=C2CCC3(CNCC3)NC2=N1 7-methyl-3,4-dihydro-1H-spiro[1,8-naphthyridine-2,3'-pyrrolidine]